4-(1-(1-propenylpyrrolidin-3-yl)-5-aminoimidazo[1,5-c]pyrimidin-3-yl)-N-(pyridin-2-yl)benzamide C(=CC)N1CC(CC1)C=1N=C(N2C(=NC=CC21)N)C2=CC=C(C(=O)NC1=NC=CC=C1)C=C2